6-bromo-3-methyl-1-(pyrimidin-4-ylmethyl)-1,3-dihydro-2H-imidazo[4,5-b]pyridin-2-one BrC=1C=C2C(=NC1)N(C(N2CC2=NC=NC=C2)=O)C